8-amino-7-fluoro-N-methyl-3-((6-methyl-7-oxo-5,6,7,8-tetrahydro-4H-pyrazolo[1,5-d][1,4]diazepin-2-yl)amino)-N-(6-oxo-1,6-dihydropyrazin-2-yl)isoquinoline-6-carboxamide NC=1C(=C(C=C2C=C(N=CC12)NC1=NN2CC(N(CCC2=C1)C)=O)C(=O)N(C=1NC(C=NC1)=O)C)F